Cl.Cl.N1CCC2(CC1)OC1=C([C@H]2N)C=CC=C1 (3R)-3H-spiro[1-benzofuran-2,4'-piperidin]-3-amine dihydrochloride